NC1=CC=C(C=N1)CN(C(C1=CC(=CC=C1)F)=O)CC1=C(C=C(C=C1)Cl)Cl N-[(6-aminopyridin-3-yl)methyl]-N-[(2,4-dichlorophenyl)methyl]-3-fluorobenzamide